BrC=1C=C2C(=CN=CC2=CC1)C 6-BROMO-4-METHYLISOQUINOLINE